tert-Butyl (3-(3,5-dimethylphenyl)-3-hydroxycyclobutyl)(methyl)carbamate CC=1C=C(C=C(C1)C)C1(CC(C1)N(C(OC(C)(C)C)=O)C)O